C1(=CC=CC=C1)C=1C=C(OC2=C(C(=O)OC)C=C(C=C2)Cl)C=CC1 methyl 2-(3-phenylphenoxy)-5-chlorobenzoate